ClC1=NC=CC(=C1)C1=CC=C(C[C@H](NC)C(=O)O)C=C1 4-(2-chloro-4-pyridyl)-N-methyl-L-phenylalanine